5-ethylnicotinamide C(C)C=1C=NC=C(C(=O)N)C1